4-((6-((5-bromoisoindolin-2-yl)methyl)-4-oxo-4H-pyran-3-yloxy)methyl)benzonitrile BrC=1C=C2CN(CC2=CC1)CC1=CC(C(=CO1)OCC1=CC=C(C#N)C=C1)=O